C(C)OC(COC1=C(C(=C(C(=C1)Cl)CC1=CC(=C(C=C1)O)C(C)C)C)F)=O 2-(5-chloro-2-fluoro-4-(4-hydroxy-3-isopropylbenzyl)-3-methylphenoxy)acetic acid ethyl ester